BrC=1C=CC2=C(C3=C(N=C(N2)C2=C(C=CC=C2F)Cl)C(=NN3COCC[Si](C)(C)C)C)C1 2-[[9-bromo-5-(2-chloro-6-fluoro-phenyl)-3-methyl-6H-pyrazolo[4,3-d][1,3]benzodiazepin-1-yl]methoxy]ethyl-trimethyl-silane